2-[4-[5-(4-chlorophenyl)-1-[2-(trifluoromethyl)phenyl]pyrrol-2-yl]phenyl]-N-(2-piperazin-1-ylethyl)acetamide hydrochloride Cl.ClC1=CC=C(C=C1)C1=CC=C(N1C1=C(C=CC=C1)C(F)(F)F)C1=CC=C(C=C1)CC(=O)NCCN1CCNCC1